Benzyl (2S,5R)-5-amino-2-methylpiperidine-1-carboxylate hydrochloride Cl.N[C@@H]1CC[C@@H](N(C1)C(=O)OCC1=CC=CC=C1)C